3-(5-Amino-6-(1H-pyrazol-1-yl)pyrazin-2-yl)-N-(2-azabicyclo[2.1.1]hexan-4-yl)-4-methylbenzenesulfonamide trifluoroacetate salt FC(C(=O)O)(F)F.NC=1N=CC(=NC1N1N=CC=C1)C=1C=C(C=CC1C)S(=O)(=O)NC12CNC(C1)C2